2-(p-aminobenzenesulfonylamino)thiazole NC1=CC=C(C=C1)S(=O)(=O)NC=1SC=CN1